ClC1=C(C=CC(=C1)Cl)C=1CCCC2=C(C1C1=CC(=C(C(=C1)C)CC1CN(C1)CCCF)C)C=CC=C2 8-(2,4-Dichlorophenyl)-9-(4-((1-(3-fluoropropyl)azetidin-3-yl)methyl)-3,5-dimethylphenyl)-6,7-dihydro-5H-benzo[7]annulen